3-(3,3,3-trifluoro-2,2-dimethylpropoxy)-1H-pyrazole FC(C(COC1=NNC=C1)(C)C)(F)F